(S)-4-(((3-methyl-4-oxo-8-(4-(trifluoromethyl)phenyl)-3,4-dihydropyrido[4,3-d]pyrimidin-5-yl)amino)methyl)oxazolidin-2-one CN1C=NC2=C(C1=O)C(=NC=C2C2=CC=C(C=C2)C(F)(F)F)NC[C@@H]2NC(OC2)=O